BrC1=C(C=C2C(=C(C(=NC2=C1F)SC)I)N([C@H]1[C@H]2CN([C@@H]1C2)C(=O)OC(C)(C)C)C(=O)OC(C)(C)C)C tert-butyl (1r,4r,5s)-5-((7-bromo-8-fluoro-3-iodo-6-methyl-2-(methylsulfanyl) quinolin-4-yl) (tert-butoxycarbonyl) amino)-2-azabicyclo[2.1.1]hexane-2-carboxylate